ClC1=CNC2=NC=C(C=C21)C=2C=C1CCN(CC1=C(C2)[C@H]2N(CCOC2)C(=O)O)C(=O)N2[C@@H](COCC2)C (R)-3-(6-(3-chloro-1H-pyrrolo[2,3-b]pyridin-5-yl)-2-((R)-3-methylmorpholine-4-carbonyl)-1,2,3,4-tetrahydroisoquinolin-8-yl)morpholine-4-carboxylic acid